2-Hydroxy-7-neopentyl-7,8-dihydro-1,6-naphthyridin-5(6H)-one OC1=NC=2CC(NC(C2C=C1)=O)CC(C)(C)C